NC1=C(C=C(C=C1Br)C1CC1)NC(CN(C(OCC1=CC=CC=C1)=O)C)=O benzyl (2-((2-amino-3-bromo-5-cyclopropylphenyl)amino)-2-oxoethyl)(methyl)carbamate